FC(C(=O)N1[C@H](C[C@@]2(C[C@H]1C=1N=NN(C1)C)OC[C@H](C1=C2C=C(S1)C(F)(F)F)O)C)(F)F trifluoro-1-[(2'S,4S,6'S,7R)-7-hydroxy-2'-methyl-6'-(1-methyltriazol-4-yl)-2-(trifluoromethyl)spiro[6,7-dihydrothieno[3,2-C]pyran-4,4'-piperidin]-1'-yl]ethanone